Cyclopropanecarboxylic acid {3-[6-amino-8-(6-thiazol-2-yl-benzo[1,3]dioxol-5-ylsulfanyl)-purin-9-yl]-propyl}-amide NC1=C2N=C(N(C2=NC=N1)CCCNC(=O)C1CC1)SC1=CC2=C(OCO2)C=C1C=1SC=CN1